tert-butyl 4-[3-(2,6-dioxo-3-piperidyl)phenyl]-3,6-dihydro-2H-pyridine-1-carboxylate O=C1NC(CCC1C=1C=C(C=CC1)C=1CCN(CC1)C(=O)OC(C)(C)C)=O